COCO[C@H]1C[C@@H]2[C@H]([C@@H]([C@@H]3[C@@H](O2)CC=CCO3)O)O[C@@H]1CC(=O)O The molecule is an organic heterotricyclic compound comprising a decahydropyrano[2',3':5,6]pyrano[3,2-b]oxepin ring system having hydroxy, methoxymethyl and carboxymethyl substituents. It has a role as a hapten. It is a polycyclic ether and an organic heterotricyclic compound.